22-(benzyloxy)-2,2-dimethyldocosanoyl chloride C(C1=CC=CC=C1)OCCCCCCCCCCCCCCCCCCCCC(C(=O)Cl)(C)C